C1(CC1)COC=1C(=CC2=CN(N=C2C1)C1CCN(CC1)CC(=O)OC(C)(C)C)NC(=O)C=1C=NN2C1N=CC=C2 tert-butyl 2-(4-(6-(cyclopropylmethoxy)-5-(pyrazolo[1,5-a]pyrimidine-3-carboxamido)-2H-indazol-2-yl)piperidin-1-yl)acetate